BrC=1N(C2=C(CN(CC2)C(=O)OC(C)(C)C)N1)C Tert-butyl 2-bromo-1-methyl-1,4,6,7-tetrahydro-5H-imidazo[4,5-c]Pyridine-5-carboxylate